1-((2-(2,6-Dioxopiperidin-3-yl)-1-oxoisoindol-5-yl)methyl)-3-(4-(3-(methylamino)propyl)phenyl)urea O=C1NC(CCC1N1C(C2=CC=C(C=C2C1)CNC(=O)NC1=CC=C(C=C1)CCCNC)=O)=O